1-[(2R,4S,5R)-5-{[bis(4-methoxyphenyl)(phenyl)methoxy]methyl}-4-[(tert-butyldimethylsilyl)oxy]-5-{[(tert-butyldimethylsilyl)oxy]methyl}oxolan-2-yl]-3H-pyrimidine-2,4-dione COC1=CC=C(C=C1)C(OC[C@]1([C@H](C[C@@H](O1)N1C(NC(C=C1)=O)=O)O[Si](C)(C)C(C)(C)C)CO[Si](C)(C)C(C)(C)C)(C1=CC=CC=C1)C1=CC=C(C=C1)OC